NC=1C=CC2=C(C(OC2(C)C)=O)C1 6-amino-3,3-dimethyl-1,3-dihydro-2-benzofuran-1-one